7-(3-chlorophenyl)-4-(3,4,5-trimethoxybenzoyl)-3,4-dihydroquinoxalin-2(1H)-one ClC=1C=C(C=CC1)C1=CC=C2N(CC(NC2=C1)=O)C(C1=CC(=C(C(=C1)OC)OC)OC)=O